C1(=CC=CC=C1)C1N(OCC1)C1=NC(=NC=C1C#N)NC1=CC(=C(C(=C1)OC)OC)OC 4-(3-phenylisooxazolidin-2-yl)-2-((3,4,5-trimethoxyphenyl)amino)pyrimidine-5-carbonitrile